Tert-Butyl 6-[3-(trifluoromethylsulfonimidoyl)phenoxy]-2-azaspiro[3.3]heptane-2-carboxylate FC(S(=O)(=N)C=1C=C(OC2CC3(CN(C3)C(=O)OC(C)(C)C)C2)C=CC1)(F)F